bis(2,3-dihydroxypropyl)-2,4-diiodo-1,3-benzenedicarboxamide OC(CC1=C(C(=C(C(=C1C(=O)N)I)C(=O)N)I)CC(CO)O)CO